methacryloyloxy-n-butyl isocyanate C(C(=C)C)(=O)OCCCCN=C=O